carboxymethyl ether sodium salt [Na+].C(=O)([O-])OC